C1(C(C=C1)(C(=O)O)C(=O)O)(C(=O)O)C(=O)O cyclobutenetetracarboxylic acid